FC(OC1=C(C=CC=C1)C1=NC=NC=C1C(=O)NC1=CC(=CC=C1)C(F)(F)F)F 4-(2-(difluoromethoxy)phenyl)-N-(3-(trifluoromethyl)phenyl)pyrimidine-5-carboxamide